BrCC1=C(C=CC(=C1)CN1C(=NC2(C1=O)CCCC2)CCCC)C=2C(=CC=CC2)S(=O)(=O)N(COC)C2=NC=C(N=C2OC)C 2'-(bromomethyl)-4'-((2-butyl-4-oxo-1,3-diazaspiro[4.4]non-1-en-3-yl)methyl)-N-(3-methoxy-5-methylpyrazin-2-yl)-N-(methoxymethyl)-[1,1'-biphenyl]-2-sulfonamide